1-[(5-fluoro-3-pyridinyl)methyl]-3-methyl-6-(2,3,4-trifluorophenyl)imidazo[4,5-b]pyridin-2-one FC=1C=C(C=NC1)CN1C(N(C2=NC=C(C=C21)C2=C(C(=C(C=C2)F)F)F)C)=O